COC(=O)C1=CC=2C(=NSN2)C=C1C(=O)OC benzo[c][1,2,5]thiadiazole-5,6-dicarboxylic acid dimethyl ester